N-((4-(5-amino-4-cyano-1-(3-fluorocyclobutyl)-1H-pyrazol-3-yl)-1-((2-(trimethylsilyl)ethoxy)methyl)-1H-indazol-7-yl)methyl)-5-fluoro-2-methoxybenzamid NC1=C(C(=NN1C1CC(C1)F)C1=C2C=NN(C2=C(C=C1)CNC(C1=C(C=CC(=C1)F)OC)=O)COCC[Si](C)(C)C)C#N